5-(3-cyanophenyl)-N-((3R,5S)-5-(fluoromethyl)-pyrrolidin-3-yl)-1,3,4-oxadiazole-2-carboxamide TFA salt OC(=O)C(F)(F)F.C(#N)C=1C=C(C=CC1)C1=NN=C(O1)C(=O)N[C@H]1CN[C@@H](C1)CF